ClC1=CSC2=C1NC(=C2)C(=O)N2[C@@H]1CC([C@H]([C@H]2C(=O)N[C@H](C[C@@H]2C(NCCC2)=O)C#N)CC1)(F)F (1S,3S,4S)-2-(3-chloro-4H-thieno[3,2-b]pyrrole-5-carbonyl)-N-[(1R)-1-cyano-2-[(3R)-2-oxo-3-piperidyl]ethyl]-5,5-difluoro-2-azabicyclo[2.2.2]octane-3-carboxamide